FC1=C(C=C2C=CN(C2=C1)CC1=CC(=CC=C1)C(F)(F)F)C(C(=O)N)=C (6-fluoro-1-(3-(trifluoromethyl)-benzyl)-1H-indol-5-yl)acrylamide